perfluoro(2-((8-chlorooctyl)oxy)ethyl-sulfonic acid) FC(C(OC(C(C(C(C(C(C(C(Cl)(F)F)(F)F)(F)F)(F)F)(F)F)(F)F)(F)F)(F)F)(F)F)(S(=O)(=O)O)F